FC=1C=C(C=CC1)NC(=O)NC1=CC(=CC=C1)C 1-(3-fluorophenyl)-3-(3-methylphenyl)urea